ClC1=C(C=CC=C1C1C(NC(CC1)=O)=O)C1=CC=C(C=C1)CC1=NC=CC(=N1)C1COC1 3-(2-chloro-4'-((4-(oxetan-3-yl)pyrimidin-2-yl)methyl)-[1,1'-biphenyl]-3-yl)piperidine-2,6-dione